C(C(C)C)NC1CCC(CC1)=O 4-(isobutylamino)cyclohexanone